C(=O)OC1=C(C(=CC(=C1)C1CC1)F)C=1C=2N(C(=NN1)N[C@H]1CN(CCC1)CC)N=C(C2)C 5-cyclopropyl-2-(7-{[(3R)-1-ethylpiperidin-3-yl]amino}-2-methylpyrazolo[1,5-d][1,2,4]triazin-4-yl)-3-fluorophenol formate